bis(4-isocyanatophenyl)butane N(=C=O)C1=CC=C(C=C1)C(C(C)C1=CC=C(C=C1)N=C=O)C